C1=CC=CC2=CC3=CC=CC=C3C(=C12)B(O)O 9-anthryl-boronic acid